3-(N-(benzo[d][1,3]dioxol-5-yl)sulfamoyl)-N-(3-chlorophenyl)benzamide O1COC2=C1C=CC(=C2)NS(=O)(=O)C=2C=C(C(=O)NC1=CC(=CC=C1)Cl)C=CC2